3-chloro-5-fluorobenzoic acid ClC=1C=C(C(=O)O)C=C(C1)F